3,5-diisopropylsalicylate C(C)(C)C1=C(C(C(=O)[O-])=CC(=C1)C(C)C)O